C(C=1C(C(=O)OCCO)=CC=CC1)(=O)OCCOC(C(=C)C)=O 2-methacryloyloxyethyl 2-hydroxyethyl phthalate